(S)-N-(4-(4-(2-methylpiperidin-1-yl)-4-oxobutyl)-1-phenyl-1H-imidazol-2-yl)-3-(1H-pyrazol-4-yl)benzamide tert-butyl-5-chloro-1-methyl-3,4-dihydro-1H-2,6-naphthyridine-2-carboxylate C(C)(C)(C)OC(=O)N1C(C2=CC=NC(=C2CC1)Cl)C.C[C@@H]1N(CCCC1)C(CCCC=1N=C(N(C1)C1=CC=CC=C1)NC(C1=CC(=CC=C1)C=1C=NNC1)=O)=O